C1NCC12CC(C2)C(=O)N 2-aza-6-spiro[3.3]heptanecarboxamide